Cl.NCC1=C(C=C(C=C1)C(F)(F)F)CO (2-(aminomethyl)-5-(trifluoromethyl)phenyl)methanol hydrochloride